CO[C@H]1CN2C(OC1)=C(C=N2)[S@@](=O)(N)=NC(NC=2C=1CCC1C=CC2C2=CC(=NC=C2)OC)=O (R,6S)-6-methoxy-N'-((3-(2-methoxypyridin-4-yl)bicyclo[4.2.0]octa-1(6),2,4-trien-2-yl)carbamoyl)-6,7-dihydro-5H-pyrazolo[5,1-b][1,3]oxazine-3-sulfonimidamide